BrC=1C(=C(OC2CCC(CC2)CCCC2CCN(CC2)C(=O)[O-])C=CC1)C 4-(3-((1s,4r)-4-(3-bromo-2-methylphenoxy)cyclohexyl)propyl)piperidine-1-carboxylate